FC1=CC=C(C(=O)N[C@H](C(=O)O)CCCCO)C=C1 (S)-2-(4-fluorobenzamido)-6-hydroxyhexanoic acid